CC1=CN(C(C2=CN=CC(=C12)C1=CC=CC=C1)=O)CC=1N=C2N(C=C(C=C2)C)C1 4-methyl-2-({6-methylimidazo[1,2-a]pyridin-2-yl}methyl)-5-phenyl-1,2-dihydro-2,7-naphthyridin-1-one